(S)-4-(6,7-dichloro-3-cyano-1-(2-isopropyl-4-methylpyridin-3-yl)-2-oxo-1,2-dihydro-1,8-naphthyridin-4-yl)-3-methylpiperazine-1-carboxylic acid tert-butyl ester C(C)(C)(C)OC(=O)N1C[C@@H](N(CC1)C1=C(C(N(C2=NC(=C(C=C12)Cl)Cl)C=1C(=NC=CC1C)C(C)C)=O)C#N)C